(2S,3R,4S,5R,6R)-2-(((R)-2-hydroxy-1-(2-isopropylphenyl)-2-methylpropyl)thio)-6-(hydroxymethyl)-4-(4-(3,4,5-trifluorophenyl)-1H-1,2,3-triazol-1-yl)tetrahydro-2H-pyran-3,5-diol OC([C@@H](C1=C(C=CC=C1)C(C)C)S[C@@H]1O[C@@H]([C@@H]([C@@H]([C@H]1O)N1N=NC(=C1)C1=CC(=C(C(=C1)F)F)F)O)CO)(C)C